NC[C@H](CC1=CC(=CC=C1)F)C1=C(C(=O)N)C=C(C=N1)C=1C2=C(N=CN1)NC(C[C@H]2C)=O ((S)-1-amino-3-(3-fluorophenyl)propan-2-yl)-5-((R)-5-methyl-7-oxo-5,6,7,8-tetrahydropyrido[2,3-d]pyrimidin-4-yl)nicotinamide